7-fluoro-4-(8-fluoro-4-(piperazin-1-yl)-6-(trifluoromethyl)quinazolin-7-yl)benzo[d]thiazol-2-amine FC1=CC=C(C=2N=C(SC21)N)C2=C(C=C1C(=NC=NC1=C2F)N2CCNCC2)C(F)(F)F